tert-butyl 2-(methylcarbamoyl)-2,7-diazaspiro[3.5]nonane-7-carboxylate CNC(=O)N1CC2(C1)CCN(CC2)C(=O)OC(C)(C)C